N-(methoxyacetyl)-N-(2,6-dimethylphenyl)-D-alanine methyl ester COC([C@H](N(C1=C(C=CC=C1C)C)C(COC)=O)C)=O